O=C1N(C(C=C1)=O)CCOCCOCCNC(CCCSSC(CCC(N([C@H](C(=O)O)C)C)=O)(C)C)=O (S)-1-(2,5-dioxo-2,5-dihydro-1H-pyrrol-1-yl)-16,16,20,21-tetramethyl-10,19-dioxo-3,6-dioxa-14,15-dithia-9,20-diaza-docosane-22-oic acid